BrC1=CC=C(OP(=O)(OC2=CC=C(C=C2)[N+](=O)[O-])N[C@@H](CC2=CNC3=CC=CC=C23)C(=O)OC)C=C1 Methyl ((4-bromophenoxy)(4-nitrophenoxy)phosphoryl)-L-tryptophanate